CC1(OB(OC1(C)C)C(=C)C)C 4,4,5,5-tetramethyl-2-(prop-1-en-2-yl)-1,3,2-dioxaborolane